1-bromo-1,1,2,2,2-pentadeuterio-ethane BrC(C([2H])([2H])[2H])([2H])[2H]